1-fluoro-2-methylpropan-2-yl 4-[6-(morpholin-4-yl)pyrazolo[1,5-a]pyridin-3-yl]piperidine-1-carboxylate N1(CCOCC1)C=1C=CC=2N(C1)N=CC2C2CCN(CC2)C(=O)OC(CF)(C)C